NC1=C2C(=NC=N1)N(N=C2C2=CC(=C(C=C2)OC(C)C)C)C(C)C=2OC1=CC=CC(=C1C(C2C2=CC(=CC=C2)F)=O)F (+)-2-(1-(4-amino-3-(4-isopropoxy-3-methylphenyl)-1H-pyrazolo[3,4-d]pyrimidin-1-yl)ethyl)-5-fluoro-3-(3-fluorophenyl)-4H-chromen-4-one